(2S)-1-(benzyloxy)-3-fluoropropan-2-yl-(2S)-2-[[(tert-butoxy) carbonyl] (methyl) amino]-4-methylpentanoate C(C1=CC=CC=C1)OC[C@@H](CF)OC([C@H](CC(C)C)N(C)C(=O)OC(C)(C)C)=O